3-benzyloxy-4-methoxy-phenol C(C1=CC=CC=C1)OC=1C=C(C=CC1OC)O